ClC=1C=C(C=CC1F)C(CO)(C)NC1=NC2=C(N1)C=CC=C2C(C)NC=2OC=CN2 2-(3-chloro-4-fluorophenyl)-2-[(4-{1-[(1,3-oxazol-2-yl)amino]ethyl}-1H-1,3-benzodiazol-2-yl)amino]propan-1-ol